1,8-bis(methoxymethyl)anthracene tert-butyl-(2'S)-2,3-dichloro-4-hydroxy-2'-methyl-spiro[4,5-dihydrothieno[2,3-c]pyran-7,4'-piperidine]-1'-carboxylate C(C)(C)(C)OC(=O)N1[C@H](CC2(CC1)OCC(C1=C2SC(=C1Cl)Cl)O)C.COCC1=CC=CC2=CC3=CC=CC(=C3C=C12)COC